C[C@](N)(CC1=CC=C(C=C1)O)C(=O)O (S)-alpha-methyltyrosine